(2s,3s)-1,2-epoxy-3-(tert-butoxycarbonylamino)-4-cyclopropylbutane C(C)(C)(C)OC(=O)N[C@H]([C@H]1CO1)CC1CC1